anti-oxalic acid C(C(=O)O)(=O)O